ClC=1C=C(C=C2C(=C(C=NC12)C#N)NCC(C)(C)C)N[C@H](C=1N=NN(C1)C1(CC1)C(F)(F)F)C1=C2C=CC=NC2=C(C=C1)Cl (S)-8-chloro-6-(((8-chloroquinolin-5-yl)(1-(1-(trifluoromethyl)cyclopropyl)-1H-1,2,3-triazol-4-yl)methyl)amino)-4-(neopentylamino)quinoline-3-carbonitrile